OC1=C(C(N(C2=NC=C(C=C12)C1=CC=C(C=C1)OC(C)C)CCN1CCOCC1)=O)C(=O)NC1CCC(CC1)C 4-hydroxy-6-(4-isopropoxyphenyl)-N-(4-methylcyclohexyl)-1-(2-morpholinoethyl)-2-oxo-1,2-dihydro-1,8-naphthyridine-3-carboxamide